CNCC(=O)O[2H] methylglycine-d